S-((3-Fluoropyridin-2-yl)methyl) ethanethioate C(C)(SCC1=NC=CC=C1F)=O